ClC1=C(C=CC=C1)C1N(CC(C1)O)C1=CC(=C(C(=O)[O-])C=C1)F 4-(2-(2-Chlorophenyl)-4-hydroxypyrrolidin-1-yl)-2-fluorobenzoate